C1(=CC=CC=C1)C1=C2C3=C(C=NC2=CC=C1)CCCC3 1-phenyl-7,8,9,10-tetrahydrobenzo[c]quinoline